2-naphthyl myristate C(CCCCCCCCCCCCC)(=O)OC1=CC2=CC=CC=C2C=C1